BrC#CC=1C=CC(=C(C1)O)C=1N=NC(=CC1C)NC1CC(C1)(C)O 5-(bromoethynyl)-2-(6-(((cis)-3-hydroxy-3-methylcyclobutyl)amino)-4-methylpyridazin-3-yl)phenol